C(C)OC(=O)C1C2CC=C(C1)C2 5-ethyloxycarbonyl-1-norbornene